(S)-8-(5-fluoropyridin-3-yl)-3-(1-hydroxypropan-2-yl)-6-(4-(trifluoromethoxy)phenyl)pyrido[3,4-d]pyrimidin-4(3H)-one FC=1C=C(C=NC1)C1=NC(=CC2=C1N=CN(C2=O)[C@H](CO)C)C2=CC=C(C=C2)OC(F)(F)F